(R)-1-methylpyrrolidin-3-yl (1r,3r)-3-(((6-(5-(6-methylpyridin-2-yl)-1H-imidazol-4-yl)quinolin-3-yl)amino)methyl)cyclobutane-1-carboxylate CC1=CC=CC(=N1)C1=C(N=CN1)C=1C=C2C=C(C=NC2=CC1)NCC1CC(C1)C(=O)O[C@H]1CN(CC1)C